5-(2-bromobenzoyl)amino-3-(octahydro-2H-quinolizin-2-yl)-1H-indole BrC1=C(C(=O)NC=2C=C3C(=CNC3=CC2)C2CC3CCCCN3CC2)C=CC=C1